(S)-3-cyclopropyl-N5-(pyrrolidin-3-yl)-N7-(4-(thiazol-2-yl)benzyl)pyrazolo[1,5-a]pyrimidine-5,7-diamine C1(CC1)C=1C=NN2C1N=C(C=C2NCC2=CC=C(C=C2)C=2SC=CN2)N[C@@H]2CNCC2